ClC=1C=C(C=CC1F)[C@@H]1NC[C@H](N(C1)C(C(C)C)=O)C 1-[(2R,5S)-5-(3-chloro-4-fluoro-phenyl)-2-methyl-piperazin-1-yl]-2-methyl-propan-1-one